1-(pyrrolidin-3-yl)pyrrolidine N1CC(CC1)N1CCCC1